The molecule is a member of the class of benzoxaboroles that is 2,1-benzoxaborole in which the hydrogen attached to the boron atom is replaced by a hydroxy group. B1(C2=CC=CC=C2CO1)O